CC(CCN1C[C@@H]2[C@H](C1)CC(C2)NC2=CC=C(N=N2)C2=CC=C(C=C2)NC(C)=O)(C)C N-[4-[6-[[(3aR,5s,6aS)-2-(3,3-dimethylbutyl)-3,3a,4,5,6,6a-hexahydro-1H-cyclopenta[c]pyrrol-5-yl]amino]pyridazin-3-yl]phenyl]acetamide